O1C(CCCC1)N1N=C(C(=C1)C(=O)OCC)OCCC1(CC1)C(F)(F)F Ethyl 1-(tetrahydro-2H-pyran-2-yl)-3-(2-(1-(trifluoromethyl) cyclopropyl) ethoxy)-1H-pyrazole-4-carboxylate